(2R,3S,4S,5R)-3-(3,4-difluoro-2-methoxyphenyl)-4,5-dimethyl-N-(1-oxo-1,2,3,4-tetrahydropyrrolo[1,2-c]pyrimidin-5-yl)-5-(trifluoromethyl)tetrahydrofuran-2-carboxamide FC=1C(=C(C=CC1F)[C@H]1[C@@H](O[C@]([C@H]1C)(C(F)(F)F)C)C(=O)NC=1C=CN2C(NCCC21)=O)OC